8-(fluoromethoxy)-3-[1-(2,2,3,3,3-pentafluoropropyl)-1H-pyrazol-4-yl]-2-(trifluoromethyl)-4H-pyrimido[1,2-b]pyridazin-4-one FCOC1=CC=2N(N=C1)C(C(=C(N2)C(F)(F)F)C=2C=NN(C2)CC(C(F)(F)F)(F)F)=O